methylsulfonyloxy (methylsulfonate) CS(=O)(=O)OOS(=O)(=O)C